1,3-bis(3-(2-hydroxyethoxy)propyl)tetramethyldisiloxane OCCOCCC[Si](O[Si](CCCOCCO)(C)C)(C)C